FC1=CC=C(C=C1)SCC(=O)NN1C(=NC2=CC=CC=C2C1=O)N1CCCC1 2-(4-Fluoro-phenylsulfanyl)-N-(4-oxo-2-pyrrolidin-1-yl-4H-quinazolin-3-yl)-acetamide